(4-(1-(2,6-dichlorophenyl)azetidin-3-yl)-2,6-dimethylbenzyl)-2-methyl-piperidine-4-carboxylic acid ClC1=C(C(=CC=C1)Cl)N1CC(C1)C1=CC(=C(CN2C(CC(CC2)C(=O)O)C)C(=C1)C)C